N-(4-(4-methylpiperazin-1-yl)-3-(trifluoromethyl)phenyl)-4-(3-phenylisoxazolidin-2-yl)-5-(trifluoromethyl)pyrimidin-2-amine CN1CCN(CC1)C1=C(C=C(C=C1)NC1=NC=C(C(=N1)N1OCCC1C1=CC=CC=C1)C(F)(F)F)C(F)(F)F